Br(=O)(=O)[O-].[Nd+] neodymium(I) bromate